xylene picrate C1([N+](=O)[O-])=CC([N+](=O)[O-])=CC([N+](=O)[O-])=C1O.C=1(C(=CC=CC1)C)C